FC1=CC=C(C=C1)C=1N=CN(C1C1=NC(=NC=C1)N)C1CCNCC1 4-(4-(4-fluorophenyl)-1-(piperidin-4-yl)-1H-imidazol-5-yl)pyrimidin-2-amine